C(C)(C)(C)OC(=O)N1CC(N(CC1)C(=O)C1CC1)C 4-(Cyclopropylcarbonyl)-3-methylpiperazine-1-carboxylic acid tert-butyl ester